C(C)C1=NOC(=N1)C1=NN=C2N1CCN([C@@H]2C)C(=O)C2=CC=C(C=C2)F (R)-(3-(3-ethyl-1,2,4-oxadiazol-5-yl)-8-methyl-5,6-dihydro-[1,2,4]triazolo[4,3-a]pyrazin-7(8H)-yl)(4-fluorophenyl)methanone